C(C#C)N1CC(NCC1)=O 4-(prop-2-yn-1-yl)piperazin-2-one